4-[1-(methoxycarbonyl)piperidin-4-yl]benzoic acid COC(=O)N1CCC(CC1)C1=CC=C(C(=O)O)C=C1